1-[2-[1-(3-chloro-2-methylphenyl)piperidin-1-ium-4-yl]ethyl-5,6-dihydro-4H-cyclopenta[c]pyrazol-3-yl]-(4-hydroxy-1-piperidyl)methanone ClC=1C(=C(C=CC1)[NH+]1CCC(CC1)CCC1CCC2=NNC(=C21)C(=O)N2CCC(CC2)O)C